[1-14C]L-ornithine N[C@@H](CCCN)[14C](=O)O